1-(2,4-dimethylbenzyl)guanidine CC1=C(CNC(=N)N)C=CC(=C1)C